N-(4-(N-tert-butylsulfamoyl)phenyl)-2,3-dihydro-1H-pyrrolo[2,3-c]pyridine-2-carboxamide C(C)(C)(C)NS(=O)(=O)C1=CC=C(C=C1)NC(=O)C1CC=2C(=CN=CC2)N1